[Na+].[Na+].P(=O)(OC)([O-])[O-] methyl phosphate disodium salt